N1=C2C(=CC=C1)C=1C=NC=CC1N2 9H-pyrrolo[2,3-b:4,5-c']dipyridine